COC1=CC=C(CN2C=CC=3C(=NC(=CC32)C(=O)OCC)C=3N(C=CC3)CC3=CC=C(C=C3)OC)C=C1 Ethyl 1-(4-methoxybenzyl)-4-(1-(4-methoxybenzyl)-1H-pyrrol-2-yl)-1H-pyrrolo[3,2-c]pyridine-6-carboxylate